2-(4-chloro-3-fluorophenoxy)-N-(3-{[6-(trifluoromethyl)pyrazin-2-yl]amino}bicyclo[1.1.1]pent-1-yl)acetamide ClC1=C(C=C(OCC(=O)NC23CC(C2)(C3)NC3=NC(=CN=C3)C(F)(F)F)C=C1)F